ClC=1C=C(C=CC1)N1C=CC2=CC=CC=C12 1-(3-chlorophenyl)-1H-indole